ethyl (E)-3-(3,5-difluoro-4-formylphenyl)acrylate FC=1C=C(C=C(C1C=O)F)/C=C/C(=O)OCC